2-chloro-N-(1,1,3-trimethylindan-4-yl)-nicotinamide ClC1=C(C(=O)NC2=C3C(CC(C3=CC=C2)(C)C)C)C=CC=N1